O=C1C(N=CC=N1)C(=O)N 3-oxopyrazine-2-carboxamide